Cholesterol Bromoacetate BrCC(=O)O[C@@H]1CC2=CC[C@H]3[C@@H]4CC[C@H]([C@@H](CCCC(C)C)C)[C@]4(CC[C@@H]3[C@]2(CC1)C)C